BrC1=CC2=C(C(NCCN2)=O)C=C1 8-bromo-1,2,3,4-tetrahydro-1,4-benzodiazepin-5-one